C(C)(C)(C)OC(=O)N1CCC(C(C2=C1C=CC(=C2)Cl)=O)(F)F 7-chloro-4,4-difluoro-5-oxo-2,3,4,5-tetrahydro-1H-1-benzazepine-1-carboxylic acid tert-butyl ester